BrC1=C(C(=C2C(=NC(=NC2=C1F)F)N1CC2CCC(C1)N2C(=O)OC(C)(C)C)OC)F tert-butyl 3-(7-bromo-2,6,8-trifluoro-5-methoxyquinazolin-4-yl)-3,8-diazabicyclo[3.2.1]octane-8-carboxylate